tertiary butyl phosphate P(=O)(OC(C)(C)C)([O-])[O-]